CS(=O)(=O)C1=NC(=CC(=N1)C=1C=C(C=CC1)C)C(F)(F)F 2-(methylsulfonyl)-4-(m-tolyl)-6-(trifluoromethyl)pyrimidine